morphinan, Hydrochloride Cl.C1=CC=CC=2[C@@]34CCCC[C@H]3[C@@H](CC12)NCC4